(S)-N-benzyl-2-chloro-N-(2,3-dihydroxypropyl)acetamide C(C1=CC=CC=C1)N(C(CCl)=O)C[C@@H](CO)O